3-[5-(prop-2-yl)-1,3-thiazol-2-yl]-5-[(3R)-tetrahydrofuran-3-ylmethoxy]benzamide CC(C)C1=CN=C(S1)C=1C=C(C(=O)N)C=C(C1)OC[C@H]1COCC1